ClC=1C(=NC(=CC1N)N1[C@H](CN(CC1)CC1CC1)C)F (S)-3-chloro-6-(4-(cyclopropylmethyl)-2-methylpiperazin-1-yl)-2-fluoropyridin-4-amine